ClC1=CC=C(C=C1)[C@@]1(N(C(C2=CC(=CC=C12)C(C)(C)O)=O)CC1=CC=C(C=C1)Cl)OCC1(CC1)CO (3R)-3-(4-Chlorophenyl)-2-[(4-chlorophenyl)methyl]-3-{[1-(hydroxymethyl)cyclopropyl]methoxy}-6-(2-hydroxypropan-2-yl)-2,3-dihydro-1H-isoindol-1-on